lithium hexadienedioate C(C=CC=CC(=O)[O-])(=O)[O-].[Li+].[Li+]